CC1=CC=C(C=C1)C[C@]12CCC(C=C1CC[C@H]1[C@@H]3CCC[C@@]3(C)CC=C21)=O 19-(4-methylphenyl)androsta-4,9(11)-dien-3-one